N1=C(C=CC=C1)C=1C=NC(=NC1)NC(C1=CC=CC=C1)=O N-(5-(pyridin-2-yl)pyrimidin-2-yl)benzamide